tert-butyl (3S,4R)-3-acetamido-4-(tetradecylcarbamoyl)pyrrolidine-1-carboxylate C(C)(=O)N[C@@H]1CN(C[C@H]1C(NCCCCCCCCCCCCCC)=O)C(=O)OC(C)(C)C